C(CCCCCC(=O)OCCCCCCCCCCCC)(=O)OCC1=CC(=CC(=C1)COC(=O)OCC1CN(CCC1)CC)COC(CCC(OCCCC\C=C/CC)OCCCC\C=C/CC)=O 1-(3-(((4,4-bis(((Z)-oct-5-en-1-yl)oxy)butanoyl)oxy)methyl)-5-(((((1-ethylpiperidin-3-yl)methoxy)carbonyl)oxy)methyl)benzyl) 7-dodecyl heptanedioate